acryloyloxypentadecylfluorosilane C(C=C)(=O)OCCCCCCCCCCCCCCC[SiH2]F